1-methyl-N-(oxetan-3-yl)-2-((6-(trifluoro-methoxy)benzo[d]-oxazol-2-yl)amino)-1H-benzo[d]imidazole-5-carboxamide CN1C(=NC2=C1C=CC(=C2)C(=O)NC2COC2)NC=2OC1=C(N2)C=CC(=C1)OC(F)(F)F